I[Si]1(C[SiH](C1)I)I 1,1,3-triiodo-1,3-disilacyclobutane